C(N)(=O)C1=C(C=CC=C1)NC(=O)C=1C=NN(C1)C1CCN(CC1)C(=O)OC(C)(C)C tert-butyl 4-(4-((2-carbamoylphenyl)carbamoyl)-1H-pyrazol-1-yl)piperidine-1-carboxylate